CC1=C(OC(C(=O)O)(C)C)C(=CC(=C1)CN1CCN(CC1)CC1=CC=C(C=C1)OC1=CC=CC=C1)C 2-(2,6-Dimethyl-4-((4-(4-phenoxybenzyl)piperazin-1-yl)methyl)phenoxy)-2-methylpropanoic acid